C(#N)C=1N=CC(=NC1)NC1=CC(=C(N=N1)C(NC)=O)NCCC1CN(C1)C(=O)OC(C)(C)C tert-butyl 3-(2-(6-(5-cyanopyrazin-2-ylamino)-3-(methylcarbamoyl)pyridazin-4-ylamino)ethyl)azetidine-1-carboxylate